ClC1=C(C=CC=C1)N1C(NC(C2=CC=C(C=C12)C(C)(F)F)=O)=O 1-(2-chlorophenyl)-7-(1,1-difluoroethyl)quinazolin-2,4(1H,3H)-dione